2-fluoro-1,3-bis(2-fluorophenyl)propane-1,3-dione FC(C(=O)C1=C(C=CC=C1)F)C(=O)C1=C(C=CC=C1)F